3-(phenylsulfonyl)acrylic acid (E)-ethyl ester C(C)OC(\C=C\S(=O)(=O)C1=CC=CC=C1)=O